ClC1=C(C=CC=C1)[C@]1([C@H](CCCC1)N[C@@H]1CN2CCC1CC2)NC (1R,2S)-1-(2-chlorophenyl)-N1-methyl-N2-((S)-quinuclidin-3-yl)cyclohexane-1,2-diamine